N-(3-(4-(2,2-difluorocyclopropyl)-6-(methylthio)pyridin-2-yl)-1H-pyrrolo[2,3-c]pyridin-5-yl)acetamide FC1(C(C1)C1=CC(=NC(=C1)SC)C1=CNC2=CN=C(C=C21)NC(C)=O)F